C(CCCCCCC)C=1C=C2C=CC(=CC2=CC1)NC1=CC=CC=C1 6-Octyl-N-phenyl-naphthalen-2-amine